[Si](C1=CC=CC=C1)(C1=CC=CC=C1)(C(C)(C)C)OCC1OCC(OC1)C(CN1CCNC(C2=C1C1=C(O2)C=CC(=C1)C(F)(F)F)=O)(F)F 1-(2-(5-(((tert-butyldiphenylsilyl)oxy)methyl)-1,4-dioxan-2-yl)-2,2-difluoroethyl)-9-(trifluoromethyl)-1,2,3,4-tetrahydro-5H-benzofuro[3,2-e][1,4]diazepin-5-one